C(C)(=O)N1NC(C=C1C#N)(C)C1=C(C=CC=C1)C=1C=NN2C1N=CC(=C2)NC=2N=NC(=CC2)C 2-Acetyl-5-[6-[(6-methylpyridazin-3-yl)amino]pyrazolo[1,5-a]pyrimidin-3-yl-phenyl]-5-methyl-pyrazole-3-carbonitrile